C(C)N1C(NC2=C(C1=O)SC(=C2)CN2CCN(CC2)C=2C=CC=1N(C2)C(=NC1)NC)=O 3-ethyl-6-((4-(3-(methylamino)imidazo[1,5-a]pyridin-6-yl)piperazin-1-yl)methyl)thieno[3,2-d]pyrimidine-2,4(1H,3H)-dione